5-bromo-4-fluoro-3-hydroxyisobenzofuran-1(3H)-one BrC=1C(=C2C(OC(C2=CC1)=O)O)F